FC1=C(C=CC=C1F)C1(CC1)NC1=NC(=NC(=N1)N)C1=CC=C2C=NNC2=C1 N2-[1-(2,3-difluorophenyl)cyclopropyl]-6-(1H-indazol-6-yl)-1,3,5-triazine-2,4-diamine